CC1(OB(OC1(C)C)C1=C(SC=C1)C(=O)OC)C methyl 3-(4,4,5,5-tetramethyl-1,3,2-dioxaborolan-2-yl)thiophene-2-carboxylate